3-methyl-6-(pyrazolo[1,5-a]pyrimidin-3-yl)-1H-pyrazolo[4,3-b]pyridin CC1=NNC=2C1=NC=C(C2)C=2C=NN1C2N=CC=C1